tert-butyl 7-((cyclopropylmethyl)(nitroso)amino)-3,3-dimethyl-2-oxoindoline-1-carboxylate C1(CC1)CN(C=1C=CC=C2C(C(N(C12)C(=O)OC(C)(C)C)=O)(C)C)N=O